N=1C=CN2C1N=CC=CC2 5H-imidazo[1,2-a][1,3]diazepin